NC=1C(=C(C2=C(CCO2)C1)C=1CCCN(CC1)C(=O)OC(C)(C)C)F tert-butyl 5-(5-amino-6-fluoro-2,3-dihydrobenzofuran-7-yl)-2,3,4,7-tetrahydroazepine-1-carboxylate